BrC(C(=O)C1=CC2=CC=C(C=C2C=C1)OC)C(C1=CC=C(C=C1)C)Br 2,3-dibromo-1-(6-methoxy-2-naphthyl)-3-(4-methylphenyl)-1-propanone